NC1=NN2C(N=CC=C2)=C1C(=O)NC=1C(=NN(C1)CC(C)(C)O)C1=C(C=CC(=C1)Cl)OC 2-amino-N-(3-(5-chloro-2-methoxyphenyl)-1-(2-hydroxy-2-methylpropyl)-1H-pyrazol-4-yl)pyrazolo[1,5-a]pyrimidine-3-carboxamide